FCCCN1CCC(CC1)NC1=CC=CC2=C1SC(=C2CC(F)(F)F)C#CCNC2=C(C=C(C=C2)P(C)(C)=O)OC (4-((3-(7-((1-(3-fluoropropyl)piperidin-4-yl)amino)-3-(2,2,2-trifluoroethyl)benzo[b]thiophen-2-yl)prop-2-yn-1-yl)amino)-3-methoxyphenyl)dimethylphosphine oxide